FC=1N=CC=2CCCCC2C1 3-fluoro-5,6,7,8-tetrahydroisoquinoline